COC1=CC=C2C(=NN(C2=C1)C1=CC=C(C=C1)C(F)(F)F)CO (6-methoxy-1-(4-(trifluoromethyl)phenyl)-1H-indazol-3-yl)methanol